[PH2](=O)[O-].N1CC1.N1CC1.[La+3].[PH2](=O)[O-].[PH2](=O)[O-] lanthanum bis(aziridine) hypophosphite